3-chloro-2-hydroxypropane potassium [K].ClCC(C)O